amino-chlorosilane N[SiH2]Cl